COC1=CC=C(\C=C/2\C(C3=CC(=CC=C3C2)OC)=O)C=C1 (E)-2-(4-methoxybenzylidene)-6-methoxy-2,3-dihydro-1H-inden-1-one